[Br-].C(CCCCCCCCCCC)[N+](CCOC1=CC=CC=C1)(C)C dodecyldimethyl-(2-phenoxyethyl)ammonium bromide